C1(CCCC1)C(C(=O)NC(C)C)C cyclopentyl-N-(propan-2-yl)propanamide